P(=O)(OC1=C(C=CC=C1)Cl)(OC1CCCC1)OC[C@]1(O[C@H]([C@@]2(CCS2)[C@@H]1O)N1C(NC(C=C1)=O)=O)F 2-chlorophenyl cyclopentyl (((4R,5R,7S,8R)-5-(2,4-dioxo-3,4-dihydropyrimidin-1(2H)-yl)-7-fluoro-8-hydroxy-6-oxa-1-thiaspiro[3.4]oct-7-yl) methyl) phosphate